FC1=CC=CC=2N(C(=NC21)C2=NON=C2C)CC=2C=CC(=NC2)C#N 5-[[4-fluoro-2-(4-methyl-1,2,5-oxadiazol-3-yl)benzimidazol-1-yl]methyl]pyridine-2-carbonitrile